BrC1=C(C=C2C(C(COC2=C1)(C)C)NC(O[C@@H]1CN2CCC1CC2)=O)OC (S)-quinuclidin-3-yl (7-bromo-6-methoxy-3,3-dimethylchroman-4-yl)carbamate